O1CCC(CC1)C1=NC2=CC=C(C=C2C=N1)C=O 2-tetrahydropyran-4-ylquinazoline-6-carbaldehyde